ammonium p-carboxyphenylborate C(=O)(O)C1=CC=C(C=C1)OB([O-])[O-].[NH4+].[NH4+]